CN1[C@H]2[C@@H](CCC1)N(CC2)C2=CC=C(C=C2)C2=NOC(=C2)C2=NNC1=CC(=C(C=C21)F)OCCOC 3-(3-{4-[(cis)-4-Methyloctahydro-1H-pyrrolo[3,2-b]pyridin-1-yl]phenyl}-1,2-oxazol-5-yl)-5-fluoro-6-(2-methoxyethoxy)-1H-indazol